tert-butyl-(1R,3S,4R)-4-(4-(4-((2,6-dioxopiperidin-3-yl)amino)-2-fluorophenyl)piperidin-1-yl)-3-fluorocyclohexane-1-carboxylic acid C(C)(C)(C)[C@@]1(C[C@@H]([C@@H](CC1)N1CCC(CC1)C1=C(C=C(C=C1)NC1C(NC(CC1)=O)=O)F)F)C(=O)O